C(CCC)OCCOCCOC(CCCCC(=O)OCCOCCOCCCC)=O di-(2-butoxyethoxyethyl)-adipate